NCCOC(C(CCC(=O)OCCN)N)=O bis(2-aminoethyl)-2-aminoglutarate